FC1=CC(=C(C(=C1)C)C1=CC=NC2=CC(=CC=C12)O[C@@H](C(=O)N1C[C@H](CCC1)C(=O)O)C)C (3S)-1-[(2R)-2-[[4-(4-fluoro-2,6-dimethyl-phenyl)-7-quinolyl]oxy]propanoyl]piperidine-3-carboxylic acid